C(=O)(OCC1C2=CC=CC=C2C2=CC=CC=C12)NC1=CC=C(OCCCC(=O)O)C=C1 4-(N-Fmoc-p-aminophenoxy)-butyric acid